N1=NC(=NN=C1)C1=CC=C(CNC(CN2CCN(CCN(CCN(CC2)CC(=O)[O-])CC(=O)[O-])CC(=O)[O-])=O)C=C1 2,2',2''-(10-(2-((4-(1,2,4,5-tetrazin-3-yl)benzyl)amino)-2-oxoethyl)-1,4,7,10-tetraazacyclododecane-1,4,7-triyl)triacetate